C12C3CC(CC3C(CC1)C2)C=O tricyclo[5.2.1.0(2,6)]Decane-4-carbaldehyde